FC(OC1=C(C=C(C=C1)OC=1C=NNC1)C1=NN(C=C1NC(=O)C=1C=NN2C1N=CC=C2)C)F N-[3-[2-(difluoromethoxy)-5-(1H-pyrazol-4-yloxy)phenyl]-1-methyl-1H-pyrazol-4-yl]pyrazolo[1,5-a]pyrimidine-3-carboxamide